CN1N=NC=2C1=NC=C(C2)B2OC(C(O2)(C)C)(C)C 3-methyl-6-(4,4,5,5-tetramethyl-1,3,2-dioxaborolan-2-yl)-3H-[1,2,3]triazolo[4,5-b]pyridine